OC1=CC=C(C=C1)C(C)(C)C1=CC=C(C=C1)C(C)(C)C1=CC=C(C=C1)O α,α'-Bis-(4-hydroxyphenyl)-p-diiso-propylbenzol